tetramethyl-1-piperidylethanol CC(C(O)(N1CCCCC1)C)(C)C